C(C)(C)(C)C1=C(C(=NO1)C(=O)NCC1=C(C=C(C=C1)C1=C(C=NC=C1)N1CCN(CC1)C(=O)OC(C)(C)C)C)F tert-butyl 4-(4-(4-((5-(tert-butyl)-4-fluoroisoxazole-3-carboxamido)methyl)-3-methylphenyl)pyridin-3-yl)piperazine-1-carboxylate